propenesultone tert-Butyl-3-cyano-3-(1-(difluoromethyl)-1H-pyrazol-3-yl)piperidine-1-carboxylate C(C)(C)(C)OC(=O)N1CC(CCC1)(C1=NN(C=C1)C(F)F)C#N.C1=CCOS1(=O)=O